CS(=O)(=O)C1(CC1)C1=CC(=NC(=C1)N1[C@@H](COCC1)C)NC1=CC=NN1C(=O)OC(C)(C)C tert-butyl 5-{[4-(1-methanesulfonylcyclopropyl)-6-[(3R)-3-methyl morpholin-4-yl] pyridin-2-yl] amino}-1H-pyrazole-1-carboxylate